CC1(CCC(CC1)=O)C(=O)OCC[Si](C)(C)C 2-(trimethylsilyl)ethyl 1-methyl-4-oxocyclohexanecarboxylate